C(C1CO1)C1=C(C(=C(C(C1NC1=CC=CC=C1)=C)CC1CO1)CC1CO1)CC1CO1 tetraglycidyl-methylenediphenylamine